S(=O)(=O)(O)O.NC1=C2C(=NC=N1)N(N=C2C=2C=NC=C(C2)O)[C@@H](C)C=2OC(C1=CC=CC=C1C2C2=CC(=CC=C2)CN2CCN(CC2)C)=O.NC2=C1C(=NC=N2)N(N=C1C=1C=NC=C(C1)O)[C@@H](C)C=1OC(C2=CC=CC=C2C1C1=CC(=CC=C1)CN1CCN(CC1)C)=O (S)-3-(1-(4-Amino-3-(5-hydroxypyridin-3-yl)-1H-pyrazolo[3,4-d]pyrimidin-1-yl)ethyl)-4-(3-((4-methylpiperazin-1-yl)methyl)phenyl)-1H-isochromen-1-on Hemisulfat